2-fluoro-4-(pyrazolo[1,5-a]pyrimidin-3-yl)benzoic acid FC1=C(C(=O)O)C=CC(=C1)C=1C=NN2C1N=CC=C2